COC=1C=CC2=C(NS(CC3=C2C=CC(=C3)OC)(=O)=O)C1 3,9-dimethoxy-5,7-dihydrodibenzo[c,e]thiazepine 6,6-dioxide